ClC1=C2C(=CNC2=C(C=C1)NS(=O)(=O)C=1C=NN(C1)C(COC)CO)C#N N-(4-chloro-3-cyano-1H-indol-7-yl)-1-[1-(hydroxymethyl)-2-methoxy-ethyl]pyrazole-4-sulfonamide